(4-naphthalen-1-yl-phenyl)-amine C1(=CC=CC2=CC=CC=C12)C1=CC=C(C=C1)N